2-[4-[[(3R)-3-amino-7-(5-tert-butyl-1,3,4-oxadiazol-2-yl)-8-fluoro-1,1,4-trioxo-2,3-dihydro-1lambda6,5-benzothiazepin-5-yl]methyl]phenyl]-2-methyl-propanenitrile N[C@H]1CS(C2=C(N(C1=O)CC1=CC=C(C=C1)C(C#N)(C)C)C=C(C(=C2)F)C=2OC(=NN2)C(C)(C)C)(=O)=O